O1C(=CC=C1)C(=O)N1N=CC=C1 furan-2-yl(1H-pyrazol-1-yl)methanone